1,6-Dilithiohexan [Li]CCCCCC[Li]